1-bromo-3,4,5-trimethoxy-benzene BrC1=CC(=C(C(=C1)OC)OC)OC